6-(5-(3,5-dichloro-4-fluorophenyl)-5-(trifluoromethyl)-4,5-dihydroisoxazol-3-yl)-N-(2,2-difluoroethyl)-6,7-dihydro-5H-pyrrolo[3,4-d]pyrimidine-2-carboxamide ClC=1C=C(C=C(C1F)Cl)C1(CC(=NO1)N1CC=2N=C(N=CC2C1)C(=O)NCC(F)F)C(F)(F)F